tert-Butyl 2,4-dicyano-6-methoxy-3-morpholinophenyl carbonate C(OC(C)(C)C)(OC1=C(C(=C(C=C1OC)C#N)N1CCOCC1)C#N)=O